2-(Methylsulfanyl)-1-(2-(5-(p-tolyl)isoxazol-3-yl)piperidin-1-yl)propan-1-one CSC(C(=O)N1C(CCCC1)C1=NOC(=C1)C1=CC=C(C=C1)C)C